4-((4-fluorophenyl)((2s,5s)-2-(methoxymethyl)-5-methylpiperazin-1-yl)methyl)benzonitrile hydrochloride Cl.FC1=CC=C(C=C1)C(C1=CC=C(C#N)C=C1)N1[C@@H](CN[C@H](C1)C)COC